C(C1=CC=CC=C1)OCC(=O)NN1C=NC=C1C(=O)N 3-(2-benzyloxy-acetylamino)-3H-imidazole-4-carboxylic acid amide